FC1(C2(NCC1C2)C=2C=C(N(N2)CC2(CC(C2)(F)F)C)C(=O)OCC)F Ethyl 5-(5,5-difluoro-3-azabicyclo[2.1.1]hexan-4-yl)-2-[(3,3-difluoro-1-methyl-cyclobutyl)methyl]pyrazole-3-carboxylate